N-(4-(dimethylamino)phenyl)-3-(3-(3-methoxyphenyl)-pyrazolo[3,4-b]pyridin-1-yl)piperidine-1-carboxamide CN(C1=CC=C(C=C1)NC(=O)N1CC(CCC1)N1N=C(C=2C1=NC=CC2)C2=CC(=CC=C2)OC)C